4-[2-[2-[2-[3-[(3R,5R)-5-[(6-Bromo-5-oxo-thiazolo[3,2-a]pyrimidin-7-yl)amino]-1-methyl-3-piperidyl]phenoxy]ethoxy]ethoxy]ethoxy]-2-(2,6-dioxo-3-piperidyl)isoindoline-1,3-dione BrC1=C(N=C2N(C1=O)C=CS2)N[C@@H]2C[C@@H](CN(C2)C)C=2C=C(OCCOCCOCCOC1=C3C(N(C(C3=CC=C1)=O)C1C(NC(CC1)=O)=O)=O)C=CC2